FC(C(=O)O)(F)F.NC1=NN2C(N=CC=C2)=C1C(=O)NC(C)C=1C=C(C=2N(C1N1CCC(CC1)O)C=NC2)Cl 2-Amino-N-{1-[8-chloro-5-(4-hydroxypiperidin-1-yl)imidazo[1,5-a]pyridin-6-yl]ethyl}pyrazolo[1,5-a]pyrimidine-3-carboxamide trifluoroacetate salt